hept-5-ene-2,3-dicarboxamide CC(C(CC=CC)C(=O)N)C(=O)N